2-(4-methoxybenzoyl)benzoic acid COC1=CC=C(C(=O)C2=C(C(=O)O)C=CC=C2)C=C1